tri(octyloxy)silane C(CCCCCCC)O[SiH](OCCCCCCCC)OCCCCCCCC